fluorohexylphosphine FCCCCCCP